(1S,2S,4S)-2-Amino-4-(trifluoromethoxy)cyclopentan-1-ol N[C@@H]1[C@H](C[C@H](C1)OC(F)(F)F)O